ClC1=C(OCC2OC2)C(=CC=C1)Cl 2-((2,6-dichlorophenoxy)methyl)oxirane